5-Vinyl-isoindoline-2-carboxylic acid tert-butyl ester C(C)(C)(C)OC(=O)N1CC2=CC=C(C=C2C1)C=C